ClC1=NC(=NC=C1)N(C1CC(CC1)O)C 3-((4-chloropyrimidin-2-yl)(methyl)amino)cyclopentan-1-ol